FC=1C=C(C=C(C1)OC)[C@@H](CO)NC([C@@H](C)N1C(C=2N(CC1)C=C(C2)C2=NC(=NC=C2C)NC2CCOCC2)=O)=O (R)-N-((S)-1-(3-Fluoro-5-methoxyphenyl)-2-hydroxyethyl)-2-(7-(5-methyl-2-((tetrahydro-2H-pyran-4-yl)amino)pyrimidin-4-yl)-1-oxo-3,4-dihydropyrrolo[1,2-a]pyrazin-2(1H)-yl)propanamide